5-(benzyloxy)-1H-indole C(C1=CC=CC=C1)OC=1C=C2C=CNC2=CC1